6-(3-Fluoro-4-((1-(5-methoxypyrimidin-2-yl)piperidin-4-yl)methoxy)phenyl)-2H-benzo[d][1,3]oxathiole 3-oxide FC=1C=C(C=CC1OCC1CCN(CC1)C1=NC=C(C=N1)OC)C1=CC2=C(S(CO2)=O)C=C1